CN(C1=C(C=C2C(C(=CN(C2=N1)C1=C(C=C(C=C1F)F)F)C(=O)NC(C)(CC(F)(F)F)C)=O)F)C 7-(dimethylamino)-6-fluoro-4-oxo-N-(4,4,4-trifluoro-2-methylbut-2-yl)-1-(2,4,6-trifluorophenyl)-1,4-dihydro-1,8-naphthyridine-3-carboxamide